methyl-2-(9'-(benzyloxy)-5'-(3,4-difluorophenyl)-7'-fluoro-4',4'-dimethyl-4',5'-dihydro-3'H-spiro[piperidine-4,1'-pyrano[4,3-b]indol]-1-yl)acetate COC(CN1CCC2(OCC(C=3N(C=4C=C(C=C(C4C32)OCC3=CC=CC=C3)F)C3=CC(=C(C=C3)F)F)(C)C)CC1)=O